[C@H]12CNC[C@H](CC1)N2C2=NC(=NC1=CC(=CC=C21)C2=CC(=CC1=CC=CC=C21)O)CC2CCN(CC2)C 4-(4-((1R,5S)-3,8-diazabicyclo[3.2.1]octan-8-yl)-2-((1-methylpiperidin-4-yl)methyl)quinazolin-7-yl)naphthalen-2-ol